C(#N)C1=C(C(=NC(=C1)C1=C(C=C(C=C1)C)C)C(CCC(=O)O)=O)O 4-[4-Cyano-6-(2,4-dimethyl-phenyl)-3-hydroxy-pyridin-2-yl]-4-oxo-butyric acid